(R)-2-(4-(pyrazolo[1,5-a]pyrimidin-7-yl)cyclohexyl)propionic acid N1=CC=C2N1C(=CC=N2)C2CCC(CC2)[C@H](C(=O)O)C